FC1=C(C=CC(=C1)F)C(CN1CCC(CC1)NC1=CC=C(C=C1)OCCOC)(CN1N=CN=C1)O 2-(2,4-difluorophenyl)-1-(4-((4-(2-methoxyethoxy)phenyl)amino)piperidin-1-yl)-3-(1H-1,2,4-triazol-1-yl)propan-2-ol